1,2,3-propanetriol phosphate P(=O)(O)(O)O.C(C(CO)O)O